[N].CC=1C=CC=C2C=CC=NC12 8-methylquinoline nitrogen